C[C@H]1COC2=C(CN1C1=NC=CC=C1)C=CC(=C2)C(=O)OC Methyl (S)-3-methyl-4-(pyridin-2-yl)-2,3,4,5-tetrahydrobenzo[f][1,4]oxazepine-8-carboxylate